[S-2].[S-2].[S-2].[Ce+3].[Ce+3] cerium trisulfide